4-chloro-7-(piperidin-3-yl)-1H-indole-3-carbonitrile ClC1=C2C(=CNC2=C(C=C1)C1CNCCC1)C#N